8,13-dibenzyl-3,8,13,18-tetraazaicosane-6,15-diol C(C1=CC=CC=C1)N(CC(CCNCC)O)CCCCN(CC(CCNCC)O)CC1=CC=CC=C1